1-(2-(6-(pyrrolidin-1-yl)pyrazin-2-yl)oxazol-5-yl)ethan-1-ol N1(CCCC1)C1=CN=CC(=N1)C=1OC(=CN1)C(C)O